ethyl 2-((methylamino)methyl)-acrylate hydrochloride Cl.CNCC(C(=O)OCC)=C